3-Bromo-1'-((2-(trimethylsilyl)ethoxy)methyl)spiro[cyclohexane-1,3'-pyrrolo[2,3-b]pyridine] BrC1CC2(CN(C3=NC=CC=C32)COCC[Si](C)(C)C)CCC1